FC=1C=C(C=C(C1F)F)C1=CC=C(C=C1)N 3',4',5'-trifluoro-[1,1'-biphenyl]-4-amine